Cl.FC(OC1=CC=C(C=C1)C1=CN=C2N1C=CN=C2NC2=CC(=C(C=C2)C(=O)N2CCC(CC2)C(=O)N2C(CNCC2)CO)C)F [4-[[3-[4-(difluoromethoxy)phenyl]imidazo[1,2-a]pyrazin-8-yl]amino]-2-methylphenyl]-[4-[2-(hydroxymethyl)piperazine-1-carbonyl]-1-piperidyl]methanone hydrochloride